C(C1=CC=CC=C1)OC(=O)N1CCC(CC1)OC=1C=C(C=CC1)N1[C@H]2COC[C@@H]1CN(C2)C(=O)OC(C)(C)C t-butyl (1R,5S)-9-[3-[(1-benzyloxycarbonyl-4-piperidyl)oxy]phenyl]-3-oxa-7,9-diazabicyclo[3.3.1]nonane-7-carboxylate